OC1(C2=CC=CC=C2C=2C=CC=CC12)C(=O)[O-] 9-hydroxy-fluoren-9-carboxylate